O-ethyl S-neryl carbonthioate C(OCC)(SC\C=C(\C)/CCC=C(C)C)=O